C(C)OC(C(OC1=C(C(=CC=C1)C1=CC=CC=C1)C1=CC=CC=C1)N)=O diphenyl-(amino)phenoxyacetic acid ethyl ester